tert-butyl (1S,6R)-3-[7-bromo-2-({1-[(dimethylamino)methyl]cyclopropyl}methoxy)-8-fluoroquinazolin-4-yl]-3,9-diazabicyclo[4.2.1]nonane-9-carboxylate BrC1=CC=C2C(=NC(=NC2=C1F)OCC1(CC1)CN(C)C)N1C[C@@H]2CC[C@H](CC1)N2C(=O)OC(C)(C)C